C(N)(=O)C=1N=NN(C1)C1=C(C=C(C=C1)Cl)C1=CC(N2[C@@H](CCC2=C1)C=1NC(=CN1)C1=CC=C(C=C1)NC(OC(C)(C)C)=O)=O 2-methyl-2-propanyl [4-(2-{(3S)-7-[2-(4-carbamoyl-1H-1,2,3-triazol-1-yl)-5-chlorophenyl]-5-oxo-1,2,3,5-tetrahydro-3-indolizinyl}-1H-imidazol-5-yl)phenyl]carbamate